6-bromo-2,3-difluoro-N,N-dimethylbenzamide BrC1=CC=C(C(=C1C(=O)N(C)C)F)F